ClC1=C(C=CC(=C1)F)CC(=O)NC1=CC(=NC=C1)N(C(C)=O)C1=C(C=C(C=C1)C)C N-{4-[2-(2-chloro-4-fluorophenyl)acetamido]pyridin-2-yl}-N-(2,4-dimethylphenyl)acetamide